[Na].NC1=CC=CC=C1 2-aminobenzene sodium